fluorophosphate-borate B(O)(O)O.P(=O)(O)(O)F